(S)-2-((R)-2-(((benzyloxy)carbonyl)amino)-3-hydroxypropionamido)propanoic acid methyl ester COC([C@H](C)NC([C@@H](CO)NC(=O)OCC1=CC=CC=C1)=O)=O